5-(4'-phenyl-1,1'-biphenyl-3-yl)-12-(triphenylen-2-yl)-5H,12H-indolo[3,2-a]Carbazole C1(=CC=CC=C1)C1=CC=C(C=C1)C1=CC(=CC=C1)N1C2=CC=CC=C2C=2C1=CC=C1C3=CC=CC=C3N(C21)C2=CC=1C3=CC=CC=C3C3=CC=CC=C3C1C=C2